C(C1=CC=CC=C1)O[C@H]1O[C@@H]([C@H]([C@@H]([C@H]1NC(C)=O)O)O)CO N-((2S,3R,4R,5S,6R)-2-(benzyloxy)-4,5-dihydroxy-6-(hydroxymethyl)tetrahydro-2H-pyran-3-yl)acetamide